C(C)(C)(C)OC1CN(C1)C1=CC=C(C=C1)C(=O)N1CCN(CC1)C=1OC=2C(=NC(=CC2)Cl)N1 (4-(3-(tert-butoxy)azetidin-1-yl)phenyl)(4-(5-chlorooxazolo[4,5-b]pyridin-2-yl)piperazin-1-yl)methanone